2-(4-{[(3R)-1-ethylpiperidin-3-yl]amino}pyrrolo[1,2-d][1,2,4]triazin-1-yl)-5-methoxyphenol C(C)N1C[C@@H](CCC1)NC1=NN=C(C=2N1C=CC2)C2=C(C=C(C=C2)OC)O